C(C)(C)(C)OC(=O)N1CCN(CC1)C1=CC=C(C=C1)OC1C(NC(CC1)=O)=O 4-(4-((2,6-Dioxopiperidin-3-yl)oxy)phenyl)piperazine-1-carboxylic acid tert-butyl ester